C(C)OC(=O)C1=C(N=C(N1)C1CCC(CC1)OC)C1=CC=C(C=C1)Br 4-(4-bromophenyl)-2-((1R,4R)-4-methoxycyclohexyl)-1H-imidazole-5-carboxylic acid ethyl ester